((1R,5S,6s)-6-((4-(2-aminopropan-2-yl)-6-(4-fluorophenyl)pyridin-2-yl)oxy)-3-azabicyclo[3.1.0]hexan-3-yl)(7-(2-hydroxypropan-2-yl)-2-methylpyrazolo[1,5-a]pyridin-5-yl)methanone NC(C)(C)C1=CC(=NC(=C1)C1=CC=C(C=C1)F)OC1[C@@H]2CN(C[C@H]12)C(=O)C1=CC=2N(C(=C1)C(C)(C)O)N=C(C2)C